4-(((5-fluoro-2-((4-morpholino-phenyl)amino)pyrimidin-4-yl)oxy)methyl)cyclohexan FC=1C(=NC(=NC1)NC1=CC=C(C=C1)N1CCOCC1)OCC1CCCCC1